O1[C@H](CCCC1)COC(NC=1N=CC2=CC(=C(C=C2C1)C1=C(C2=C(OCCN2)N=C1)C)F)=O (R)-(Tetrahydro-2H-pyran-2-yl)methyl-(7-fluoro-6-(8-methyl-2,3-dihydro-1H-pyrido[2,3-b][1,4]oxazin-7-yl)isochinolin-3-yl)carbamat